1-bromo-3-(3-fluoro-4-phenoxyphenyl)imidazo[1,5-c]pyrimidin-5-amine BrC=1N=C(N2C(=NC=CC21)N)C2=CC(=C(C=C2)OC2=CC=CC=C2)F